2-((4-(((S)-2-hydroxy-1-phenylethyl)amino)-5-(5-methyl-1,3,4-oxadiazol-2-yl)pyridin-2-yl)amino)-7,7-dimethyl-5,7-dihydrofuro[3,4-b]pyridin-5-ol OC[C@H](C1=CC=CC=C1)NC1=CC(=NC=C1C=1OC(=NN1)C)NC1=CC=C2C(=N1)C(OC2O)(C)C